N1CC2(CC1)C(NC1=CC=CC=C12)=O 1H-spiro[indole-3,3'-pyrrolidine]-2-one